[N+](=O)([O-])C1=CC=C(C=C1)N1C[C@@H]2CNC[C@@H]2C1 (3aR,6aS)-2-(4-nitrophenyl)octahydropyrrolo[3,4-c]pyrrole